2-(6-((R)-hydroxy((R)-piperidin-3-yl)methyl)-4-methylpyridazin-3-yl)-5-(trifluoromethyl)phenol O[C@@H](C1=CC(=C(N=N1)C1=C(C=C(C=C1)C(F)(F)F)O)C)[C@H]1CNCCC1